C(C1=CC=CC=C1)OC(=O)N(CC(CN1C=NC2=C1C(=CC=C2F)C2=NC(=NC=C2)N[C@H]2C[C@H](N(C2)C(=O)OC(C)(C)C)C(=O)OC)OC)C O1-tert-butyl O2-methyl (2S,4S)-4-[[4-[3-[3-[benzyloxycarbonyl(methyl)amino]-2-methoxy-propyl]-7-fluoro-benzimidazol-4-yl]pyrimidin-2-yl]amino]pyrrolidine-1,2-dicarboxylate